(1S,2S)-N1-((6-isopropylpyridin-2-yl)methyl)-N1,N2-dimethyl-N2-(2-methylquinolin-8-yl)cyclohexane-1,2-diamine C(C)(C)C1=CC=CC(=N1)CN([C@@H]1[C@H](CCCC1)N(C=1C=CC=C2C=CC(=NC12)C)C)C